N-((3S,4S)-3-((6'-(2,6-dichloro-3,5-dimethoxyphenyl)-6'H-spiro[cyclopropane-1,5'-pyrimido[5,4-c][1,8]naphthyridin]-2'-yl)amino)tetrahydro-2H-pyran-4-yl)acrylamide ClC1=C(C(=C(C=C1OC)OC)Cl)N1C2(C3=C(C=4C=CC=NC14)N=C(N=C3)N[C@@H]3COCC[C@@H]3NC(C=C)=O)CC2